1-(5-(2-chloro-3-fluoropyridin-4-yl)-2-(2-methoxyethyl)-2H-1,2,3-triazol-4-yl)-N-methylethan-1-amine ClC1=NC=CC(=C1F)C=1C(=NN(N1)CCOC)C(C)NC